C1=CC=CC=2C3=CC=CC=C3C(C12)COC(=O)NCCCC[C@H](NC(=O)OCC=C)C(=O)O N6-(((9H-fluoren-9-yl)methoxy)carbonyl)-N2-((allyloxy)carbonyl)-L-lysine